FC=1C=C(C(=O)NC2=CC(=C(C=C2)[N+](=O)[O-])C(F)(F)F)C=C(C1)C(F)(F)F 3-Fluoro-N-(4-Nitro-3-Trifluoromethyl-Phenyl)-5-Trifluoromethyl-Benzamide